FC(N1C(=NC2=C1C=CC(=C2)C#CC2=C1C=C(N=CC1=C(N=C2)NC)NC(=O)C2CC2)C)F N-(5-((1-(difluoromethyl)-2-methyl-1H-benzo[d]imidazol-5-yl)ethynyl)-8-(methylamino)-2,7-naphthyridin-3-yl)cyclopropanecarboxamide